F[B-](F)(F)F.[N+](=O)([O-])[N+]1=C(C=C(C=C1C)C)C N-Nitrocollidinium Tetrafluoroborate